(4-ethylpiperazin-1-yl)(5-fluoro-4-(methylsulfonyl)-2-nitrophenyl)methanone C(C)N1CCN(CC1)C(=O)C1=C(C=C(C(=C1)F)S(=O)(=O)C)[N+](=O)[O-]